tert-butyl (2S,4R)-2-(((tert-butyldimethylsilyl)oxy)methyl)-4-(2-(2-(2-(2-((tetrahydro-2H-pyran-2-yl)oxy)ethoxy)ethoxy)ethoxy)ethoxy)pyrrolidine-1-carboxylate [Si](C)(C)(C(C)(C)C)OC[C@H]1N(C[C@@H](C1)OCCOCCOCCOCCOC1OCCCC1)C(=O)OC(C)(C)C